FC=1C(=C(C=CC1C(F)(F)F)NC(CI)=O)C N-(3-fluoro-2-methyl-4-(trifluoromethyl)phenyl)-2-iodoacetamide